(4-(1-cyclopropyl-1H-indazol-3-yl)pyrimidin-2-yl)-N4-(2-(dimethylamino)ethyl)-2-methoxy-N4-methyl-5-nitrobenzene-1,4-diamine C1(CC1)N1N=C(C2=CC=CC=C12)C1=NC(=NC=C1)C=1C(=C(C=C(C1N(C)CCN(C)C)[N+](=O)[O-])N)OC